4-(4-Amino-2-methylphenoxy)-N-(2-methoxyethyl)-2-methylbenzamide NC1=CC(=C(OC2=CC(=C(C(=O)NCCOC)C=C2)C)C=C1)C